N-(6-(2H-1,2,3-triazol-2-yl)-5-(trifluoromethyl)pyridin-3-yl)-4-(3-bromopyridin-4-yl)-2-Chloro-5-(trifluoromethyl)benzamide N=1N(N=CC1)C1=C(C=C(C=N1)NC(C1=C(C=C(C(=C1)C(F)(F)F)C1=C(C=NC=C1)Br)Cl)=O)C(F)(F)F